1,1'-((((((5r,7r)-Adamantan-2-ylidene)methylene)bis(4,1-phenylene))bis(oxy))bis(hexane-6,1-diyl))bis(azepane) C12C(C3CC(CC(C1)C3)C2)=C(C2=CC=C(C=C2)OCCCCCCN2CCCCCC2)C2=CC=C(C=C2)OCCCCCCN2CCCCCC2